2-Propanyl 4-[(3S,5aR,6S,7R,8aS)-6-({[dimethyl(2-methyl-2-propanyl)silyl]oxy}methyl)-7-hydroxyoctahydro-2H-cyclopenta[b]oxepin-3-yl]butanoate C[Si](OC[C@H]1[C@@H](C[C@@H]2OC[C@H](CC[C@@H]21)CCCC(=O)OC(C)C)O)(C(C)(C)C)C